COC1=C(C(=O)N(C)C)C=CC(=C1)NC1=NC=C(C(=N1)NC=1C=CC2=C(NC(O2)=O)C1)C methoxy-N,N-dimethyl-4-(5-methyl-4-(2-oxo-2,3-dihydrobenzo[d]oxazol-5-ylamino)pyrimidin-2-ylamino)benzamide